tert-butyl (2S,3S)-2-({3-[(6-chloro-3-methylpyridin-2-yl)oxy]phenyl}methyl)-3-[(methanesulfonyl)amino]pyrrolidine-1-carboxylate ClC1=CC=C(C(=N1)OC=1C=C(C=CC1)C[C@@H]1N(CC[C@@H]1NS(=O)(=O)C)C(=O)OC(C)(C)C)C